5-(((S)-1-(2-chlorophenyl)ethyl)amino)-3-fluoro-N-((R,E)-4-(methylsulfonyl)but-3-en-2-yl)picolinamide ClC1=C(C=CC=C1)[C@H](C)NC=1C=C(C(=NC1)C(=O)N[C@H](C)\C=C\S(=O)(=O)C)F